C1(=CC=CC=C1)CCCCCOC(C=C)=O phenylpentylacrylate